N-(benzenesulfonyl)-6-chloro-2-[(1S)-2,2,4-trimethylpyrrolidin-1-yl]pyridine-3-carboxamide C1(=CC=CC=C1)S(=O)(=O)NC(=O)C=1C(=NC(=CC1)Cl)N1C(CC(C1)C)(C)C